cyclohexane-1,3,5-tricarboxylic acid-3,5-anhydride C1(CC2CC(C1)C(=O)OC2=O)C(=O)O